(2-pyridinethiol) pentanoate C(CCCC)(=O)O.N1=C(C=CC=C1)S